COC=1C=C(C=CC1C)NC(=O)C1CCC(CC1)NCC1=C(C(=O)OC)C=CC=C1 Methyl 2-(((1s,4s)-4-(3-methoxy-4-methylphenylcarbamoyl)cyclohexylamino)methyl)benzoate